cis-2-methylcyclohexyl alcohol C[C@@H]1[C@@H](CCCC1)O